NC=1C2=C(N=C(N1)C)N(C=C2)[C@@H]2C=C([C@H]1OC(O[C@H]12)(C)C)CCC1=CC(=C2C=C(C(=NC2=C1)N)Cl)F 7-(2-((3aS,4R,6aR)-4-(4-amino-2-methyl-7H-pyrrolo[2,3-d]pyrimidin-7-yl)-2,2-dimethyl-3a,6a-dihydro-4H-cyclopenta[d][1,3]dioxol-6-yl)ethyl)-3-chloro-5-fluoroquinolin-2-amine